C1(=CC=CC=C1)N(C1=CC=C(C2=CC=CC=C12)OB(O)O)C1=CC=CC=C1 (4-(diphenylamino)naphthalene-1-yl)boric acid